C1(CC1)C=1C(=C(OC=2N=NC(=CC2C(=S)NN(C(=O)OC)CC2=C(C=C(C=C2)C)C)C)C=CC1)F methyl 2-(3-(3-cyclopropyl-2-fluorophenoxy)-6-methylpyridazine-4-carbonothioyl)-1-(2,4-dimethylbenzyl)hydrazine-1-carboxylate